(5-((5-bromothiazolo[5,4-b]pyridin-2-yl)carbamoyl)-4-(5-cyano-2-methoxyphenyl)pyridin-2-yl)methyl acetate C(C)(=O)OCC1=NC=C(C(=C1)C1=C(C=CC(=C1)C#N)OC)C(NC=1SC2=NC(=CC=C2N1)Br)=O